C1=CC(=C(C=C1C2=C(C(=O)C3=C(C=C(C=C3O2)O)O)OS(=O)(=O)O)OS(=O)(=O)O)O The molecule is a quercetin bissulfate having sulfo groups at positions 3 and 3'. It is a trihydroxyflavone and a quercetin bissulfate. It is a conjugate acid of a quercetin 3,3'-bissulfate(3-).